OC(C)C=1C=C(C=C2C(N(C(NC12)=O)C)=O)C 8-(1-hydroxyethyl)-3,6-dimethylquinazoline-2,4(1H,3H)-dione